3-phenanthrenecarbonitrile C1=CC(=CC=2C3=CC=CC=C3C=CC12)C#N